5-chloro-2-[[3-[chloro(difluoro)methyl]-1H-pyrazol-5-yl]methyl]pyrimidine ClC=1C=NC(=NC1)CC1=CC(=NN1)C(F)(F)Cl